tert-Butyl ((S)-(4,4-difluorocyclohexyl)(7-((E)-((S)-2-oxo-1-tosyl-5-(trifluoromethyl)pyrrolidin-3-ylidene)methyl)imidazo[1,2-b]pyridazin-2-yl)methyl)carbamate FC1(CCC(CC1)[C@@H](C=1N=C2N(N=CC(=C2)/C=C\2/C(N([C@@H](C2)C(F)(F)F)S(=O)(=O)C2=CC=C(C)C=C2)=O)C1)NC(OC(C)(C)C)=O)F